P(=O)(O)(O)N[C@@H](CC1=CNC=N1)C(=O)O N-phosphohistidine